FC(C(=O)O)(F)F.CS(=O)(=O)N1CCN(CC1)C=1C=CC(=NC1)NC(=N)N 1-(5-(4-(Methylsulfonyl)piperazin-1-yl)pyridin-2-yl)guanidine 2,2,2-trifluoroacetate